(S)-1-(2-chloro-5-(1-methyl-1H-pyrazol-4-yl)pyridin-4-yl)piperidin-3-ol ClC1=NC=C(C(=C1)N1C[C@H](CCC1)O)C=1C=NN(C1)C